O[C@@H]1[C@H](CCCC1)NC(C1=CC(=C(C=C1)C)\C=C\C=1C=NC=C(C1)C1=CC=CC=C1)=O N-[(1S,2S)-2-hydroxycyclohexyl]-4-methyl-3-[(E)-2-(5-phenylpyridin-3-yl)vinyl]benzamide